C(C=C)(=O)OCC(CCCCCCCC)CCCCCC 2-Hexyldecyl acrylate